Tert-butyl (5R,7R)-3-(iodomethyl)-3,7-dimethyl-2-oxa-8-azaspiro[4.5]decane-8-carboxylate ICC1(OC[C@@]2(C1)C[C@H](N(CC2)C(=O)OC(C)(C)C)C)C